OC1=C(C=C(C=C1)NC(=O)C1=CC(=C(C=C1)C1=CC=C(C=C1)C(F)(F)F)OCCN1CCOCC1)NS(=O)(=O)C N-(4-hydroxy-3-(methylsulfonylamino)phenyl)-2-(2-morpholinoethoxy)-4'-(trifluoromethyl)-[1,1'-biphenyl]-4-carboxamide